FC1([C@@H](CN(CC1)C1=C(C(=O)NC2=CC(=NC=C2)S(N)(=O)=O)C=C(C=N1)C(F)(F)F)C)F |o1:2| (R or S)-2-(4,4-difluoro-3-methylpiperidin-1-yl)-N-(2-sulfamoylpyridin-4-yl)-5-(trifluoromethyl)nicotinamide